CC1([C@@H]([C@@H]1CNC(=O)OC)C=O)C (2R,3S)-1,1-dimethyl-3-methoxycarbonylaminomethyl-cyclopropane-2-carbaldehyde